1-chloro-4-fluoro-3-methyl-6,7-dihydro-5H-cyclopenta[c]pyridine-6-carboxylic acid ethyl ester C(C)OC(=O)C1CC2=C(C(=NC(=C2F)C)Cl)C1